4-{3-(cyano-methyl)-3-[4-(7H-pyrrolo[2,3-d]pyrimidin-4-yl)-1H-pyrazol-1-yl]azetidin-1-yl}-2,5-difluoro-N-[(1S)-2,2,2-trifluoro-1-methylethyl]-benzamide C(#N)CC1(CN(C1)C1=CC(=C(C(=O)N[C@H](C(F)(F)F)C)C=C1F)F)N1N=CC(=C1)C=1C2=C(N=CN1)NC=C2